2-(4-methoxyphenoxy)ethanol COC1=CC=C(OCCO)C=C1